(Z)-(3-(1-(3-chlorophenyl)-3-phenethyl-1H-pyrazol-4-yl)acryloyl)-L-tryptophan methyl ester COC([C@@H](NC(\C=C/C=1C(=NN(C1)C1=CC(=CC=C1)Cl)CCC1=CC=CC=C1)=O)CC1=CNC2=CC=CC=C12)=O